(phenyl)methyl-2-((tert-butoxycarbonyl)-amino)-3-methylbutanoate C1(=CC=CC=C1)COC(C(C(C)C)NC(=O)OC(C)(C)C)=O